[Cr+3].C1(=CC=CC=C1)C(C=O)C(C)=O 2-phenyl-1,3-butanedione chromium (III)